(2R,3S,4S)-2-(4-(4-(difluoromethyl)thiophen-2-yl)benzyl)-4-hydroxypyrrolidin-3-yl (3-(azetidin-3-yl)benzyl)carbamate N1CC(C1)C=1C=C(CNC(O[C@H]2[C@H](NC[C@@H]2O)CC2=CC=C(C=C2)C=2SC=C(C2)C(F)F)=O)C=CC1